C1CCC(CC1)N The molecule is a primary aliphatic amine consisting of cyclohexane carrying an amino substituent. It has a role as a human xenobiotic metabolite and a mouse metabolite. It is a conjugate base of a cyclohexylammonium.